Ethyl 2-(2,6-dimethyl-4-(1-(5-oxo-4-(4-(trifluoromethoxy)phenyl)-4,5-dihydro-1H-1,2,4-triazol-1-yl)propyl)phenoxy)-2-methylpropionate CC1=C(OC(C(=O)OCC)(C)C)C(=CC(=C1)C(CC)N1N=CN(C1=O)C1=CC=C(C=C1)OC(F)(F)F)C